9-(2-(2,6-Dichloropyridin-4-yl-3,5-d2)phenyl-3,4,5,6-d4)-9H-carbazole-1,2,3,4,5,6,7,8-d8 ClC1=NC(=C(C(=C1[2H])C1=C(C(=C(C(=C1[2H])[2H])[2H])[2H])N1C2=C(C(=C(C(=C2C=2C(=C(C(=C(C12)[2H])[2H])[2H])[2H])[2H])[2H])[2H])[2H])[2H])Cl